C(CCC)NC=1C2=C(N=C(N1)NC(=O)OC)C(=NN2CC2=C(C=C(C(=O)OC)C=C2)OC)C#C[Si](C)(C)C methyl 4-((7-(butylamino)-5-((methoxycarbonyl)-amino)-3-((trimethylsilyl)ethynyl)-1H-pyrazolo[4,3-d]pyrimidin-1-yl)methyl)-3-methoxy-benzoate